1-(2,3-dichlorophenyl)-1H-pyrazol-3-amine ClC1=C(C=CC=C1Cl)N1N=C(C=C1)N